3-(7-hydroxy-2-methyl-4-oxo-quinazolin-3-yl)piperidine-2,6-dione OC1=CC=C2C(N(C(=NC2=C1)C)C1C(NC(CC1)=O)=O)=O